[Ni].C1=CC=CC2=CC=CC=C12.C1=CC=CC2=CC=CC=C12 bis(naphthalene) nickel